C[N+]1(CC(NCC1)=O)[O-] 1-methyl-3-oxopiperazine 1-oxide